FC1=C(OC=2C(=NC(=NC2)NS(=O)(=O)CC)C2=CN(C(C(=C2)OC)=O)C)C=CC(=C1)F N-[5-(2,4-difluorophenoxy)-4-(5-methoxy-1-methyl-6-oxopyridin-3-yl)pyrimidin-2-yl]ethanesulfonamide